(6-bromonaphthalen-2-yl)phosphorus oxide BrC=1C=C2C=CC(=CC2=CC1)P=O